C(C)(C)(C)OC(=O)N[C@@H](CCC[C@H](C(=O)O)C)C1=NC=CC(=C1)C1=C(C=NN1C(F)F)[N+](=O)[O-] (2R,6S)-6-((tert-Butoxycarbonyl)amino)-6-(4-(1-(difluoromethyl)-4-nitro-1H-pyrazol-5-yl)pyridin-2-yl)-2-methylhexanoic acid